1-[[4-[(3S)-3-(6-methoxypyrazin-2-yl)isoxazolidine-2-carbonyl]cyclohexyl]methyl]indazole-6-carboxamide COC1=CN=CC(=N1)[C@H]1N(OCC1)C(=O)C1CCC(CC1)CN1N=CC2=CC=C(C=C12)C(=O)N